benzyl 3-(2-((di-tert-butoxyphosphoryl)oxy)phenyl)-2,2-dimethylpropanoate C(C)(C)(C)OP(=O)(OC(C)(C)C)OC1=C(C=CC=C1)CC(C(=O)OCC1=CC=CC=C1)(C)C